[[2-[(2S,5R)-2-(1H-indazol-5-yl)-5-methyl-1-piperidyl]-2-oxo-acetyl]amino]-2-methoxy-pyridine-3-carboxamide N1N=CC2=CC(=CC=C12)[C@H]1N(C[C@@H](CC1)C)C(C(=O)NC1=C(C(=NC=C1)OC)C(=O)N)=O